n-Heptanonacontane CCCCCCCCCCCCCCCCCCCCCCCCCCCCCCCCCCCCCCCCCCCCCCCCCCCCCCCCCCCCCCCCCCCCCCCCCCCCCCCCCCCCCCCCCCCCCCCCC